BrCC(=O)C1CCOCC1 2-bromo-1-(oxan-4-yl)ethan-1-one